C(C)C1=NN=C(O1)C=1C(=NC(=NC1)NC1=CC=C(C(=O)N(C)C)C=C1)N[C@H](CO)C1=CC=CC=C1 4-[[5-(5-ethyl-1,3,4-oxadiazol-2-yl)-4-[[(1S)-2-hydroxy-1-phenyl-ethyl]amino]pyrimidin-2-yl]amino]-N,N-dimethyl-benzamide